2-(2,6-dioxopiperidin-3-yl)-5-(4-((1-(2-(1-ethyl-1H-pyrazol-4-yl)-5-Methoxy-4-nitrophenyl)piperidin-4-yl)methyl)piperazine-1-yl)isoindoline-1,3-dione O=C1NC(CCC1N1C(C2=CC=C(C=C2C1=O)N1CCN(CC1)CC1CCN(CC1)C1=C(C=C(C(=C1)OC)[N+](=O)[O-])C=1C=NN(C1)CC)=O)=O